N-(4-((R)-2-(5-Chloropyridin-2-yl)propyl)-6-(((R)-1-hydroxy-4-methylpentan-2-yl)amino)-1,3,5-triazin-2-yl)methanesulfonamide ClC=1C=CC(=NC1)[C@@H](CC1=NC(=NC(=N1)N[C@@H](CO)CC(C)C)NS(=O)(=O)C)C